2-Nitro-5,10-dihydro-dibenzo[b,e][1,4]diazepin-11-one [N+](=O)([O-])C1=CC2=C(NC3=C(NC2=O)C=CC=C3)C=C1